triacetin (1,2,3-propanetriyl triacetate) C(C(CCC(=O)O)CC(=O)O)CC(=O)O.CC(OCC(OC(C)=O)COC(C)=O)=O